CCCCCCCCCCCCCCCC(=O)O[C@H](COC(=O)CCC/C=C\\C/C=C\\C/C=C\\C/C=C\\CCCCC)COP(=O)([O-])OCC[N+](C)(C)C The molecule is a 1,2-diacyl-sn-glycero-3-phosphocholine in which the acyl groups at position 1 and 2 are specified as arachidonoyl and palmitoyl respectively. It is a 1,2-diacyl-sn-glycero-3-phosphocholine and a phosphatidylcholine (20:4/16:0). It derives from a hexadecanoic acid and an arachidonic acid.